O=C1OCCN1 (4R)-2-oxo-1,3-oxazolidin